4-(dimethylamino)butyl 2-(3,5-dichlorophenyl)benzo[d]oxazole-6-carboxylate ClC=1C=C(C=C(C1)Cl)C=1OC2=C(N1)C=CC(=C2)C(=O)OCCCCN(C)C